FC(CN1N=C(C=2C1=NC(=NC2)N2CC1(CN(C1)C1=CC(=NC=C1)C(F)(F)F)CC2=O)C)F 6-(1-(2,2-difluoroethyl)-3-methyl-1H-pyrazolo[3,4-d]pyrimidin-6-yl)-2-(2-(trifluoromethyl)pyridin-4-yl)-2,6-diazaspiro[3.4]octan-7-one